(R)-2-((2-(3,4-dimethoxyphenyl)-3-isopropyl-1H-indol-5-yl)oxy)-N-(2-fluoro-3-hydroxy-3-methylbutyl)acetamide COC=1C=C(C=CC1OC)C=1NC2=CC=C(C=C2C1C(C)C)OCC(=O)NC[C@H](C(C)(C)O)F